FC=1C=C(C2=C(SC=C2)C1)N1CCN(CC1)CCC1=CC=C2CCC(N(C2=C1)COC(=O)C=1SC=CC1)=O.C(=C/CCCCCCCC)/C1CCC(O1)=O (Z)-5-(1-decenyl)dihydro-2(3H)-furanone (7-(2-(4-(6-fluorobenzo[b]thiophen-4-yl)piperazin-1-yl)ethyl)-2-oxo-3,4-dihydroquinolin-1(2H)-yl)methyl-thiophene-2-carboxylate